2-(pyrrolidin-2-yl)benzo[d]oxazole-4-carboxamide N1C(CCC1)C=1OC=2C(N1)=C(C=CC2)C(=O)N